F[C@@H]1CNCC[C@H]1C1C(C1)(C(=O)N)CC1=C(C=CC=C1)C ((3S,4S)-3-fluoropiperidin-4-yl)-1-(2-methylbenzyl)cyclopropane-1-carboxamide